(R)-5-(5-((5-(2-amino-6-morpholino-1H-benzo[d]imidazol-1-yl)-4-methylpentyl)oxy)-1-methyl-1H-pyrazol-4-yl)-1-methyl-6-oxo-1,6-dihydropyridine-3-carboxylic acid NC1=NC2=C(N1C[C@@H](CCCOC1=C(C=NN1C)C1=CC(=CN(C1=O)C)C(=O)O)C)C=C(C=C2)N2CCOCC2